[U].[B].[Fe] Iron-boron-uranium